[Sn].[Zr].[Al].[Ti].[Mg].[Cu] copper-magnesium-titanium-aluminum-zirconium-tin